C12OCC(NC1)CC2 2-oxa-5-azabicyclo[2.2.2]octan